(2,6-difluoro-4-((3-fluoropyridin-2-yl)oxy)phenyl)(4-(((3R,6S)-6-(hydroxymethyl)tetrahydro-2H-pyran-3-yl)amino)-5-methoxy-1H-pyrrolo[2,3-b]pyridin-3-yl)methanone FC1=C(C(=CC(=C1)OC1=NC=CC=C1F)F)C(=O)C1=CNC2=NC=C(C(=C21)N[C@H]2CO[C@@H](CC2)CO)OC